5-(2-chloroethynyl)-4-[4-(3,8-diazabicyclo[3.2.1]octane-3-yl)-8-fluoro-2-[[1-[(4-methoxyimino-1-piperidinyl)methyl]cyclopropyl]methoxy]pyrido[4,3-d]pyrimidin-7-yl]-6-Fluoro-naphthalen ClC#CC1=C2C(=CC=CC2=CC=C1F)C1=C(C=2N=C(N=C(C2C=N1)N1CC2CCC(C1)N2)OCC2(CC2)CN2CCC(CC2)=NOC)F